FC1=C(C=C2C=NNC2=C1)C(F)(F)F 6-fluoro-5-(trifluoromethyl)-1H-indazole